N-[1-(2,2-difluoroethyl)-1H-pyrazol-3-yl]-4-methyl-3-[2-(pyridin-3-yl)ethynyl]benzamide FC(CN1N=C(C=C1)NC(C1=CC(=C(C=C1)C)C#CC=1C=NC=CC1)=O)F